C(C)NC1=NC2=CC(=CC=C2C=N1)C=1C=C(C=CC1)NC(C=C)=O N-{3-[2-(ethylamino)quinazolin-7-yl]phenyl}prop-2-enamide